4-([1,1'-biphenyl]-4-yl)-6-(morpholine-4-carbonyl)quinolin C1(=CC=C(C=C1)C1=CC=NC2=CC=C(C=C12)C(=O)N1CCOCC1)C1=CC=CC=C1